[Cu].C(C)(C)(C)C1=NC=CC=N1 tert-butyl-pyrimidine copper